N-[6-(5-chloro-1,3-benzoxazol-2-yl)spiro[3.3]Heptane-2-yl]-2-cyclopropylsulfonyl-pyridine-4-carboxamide ClC=1C=CC2=C(N=C(O2)C2CC3(CC(C3)NC(=O)C3=CC(=NC=C3)S(=O)(=O)C3CC3)C2)C1